C(C1=CC=CC=C1)N1C=CC2=CC=C(C=C12)N1N=C(C(C1=O)C(=O)NC1=CC(=CC=C1)C(CC)(F)F)C 1-(1-benzylindol-6-yl)-N-[3-(1,1-difluoropropyl)phenyl]-3-methyl-5-oxo-4H-pyrazole-4-carboxamide